FC(S(=O)(=O)[O-])(F)F.S(=O)(=O)(O)CCCN1C=[N+](C=C1)C 1-(3-sulfopropyl)-3-methylimidazolium trifluoromethanesulfonate